2-[1-[[1-[2-(2,6-dioxo-3-piperidinyl)-1,3-dioxo-isoindolin-5-yl]-4-piperidinyl]methyl]-4-piperidinyl]acetaldehyde O=C1NC(CCC1N1C(C2=CC=C(C=C2C1=O)N1CCC(CC1)CN1CCC(CC1)CC=O)=O)=O